BrC1=CC=C(C=2CCOC21)CC2=NC1=C(N2C[C@H]2OCC2)C=C(C=C1)C(=O)OC (S)-methyl 2-((7-bromo-2,3-dihydrobenzofuran-4-yl) methyl)-1-(oxetan-2-ylmethyl)-1H-benzo[d]imidazole-6-carboxylate